ethyl 3-(3-methoxyphenyl)-3-oxopropanoate COC=1C=C(C=CC1)C(CC(=O)OCC)=O